6-[6-(deutero)methoxy-5-{[(1R)-1-[2-(trifluoromethyl)phenyl]ethyl]carbamoyl}pyridin-3-yl]-N-methyl-1H-indazole-3-carboxamide [2H]COC1=C(C=C(C=N1)C1=CC=C2C(=NNC2=C1)C(=O)NC)C(N[C@H](C)C1=C(C=CC=C1)C(F)(F)F)=O